triphenoxy(phenyl)silane O(C1=CC=CC=C1)[Si](C1=CC=CC=C1)(OC1=CC=CC=C1)OC1=CC=CC=C1